tert-butyl 3-[3-(2-hydroxyphenyl)thieno[2,3-c]pyridazin-6-yl]azetidine-1-carboxylate OC1=C(C=CC=C1)C1=CC2=C(N=N1)SC(=C2)C2CN(C2)C(=O)OC(C)(C)C